4-carboxy-1,5-Naphthyridine 1-oxide C(=O)(O)C1=CC=[N+](C2=CC=CN=C12)[O-]